Isobutyl 3-(1-((1-((4-benzylpiperazin-1-yl)sulfonyl)piperidin-4-yl)methyl)-1H-1,2,3-triazol-4-yl)-5-fluoro-1H-indol-2-carboxylat C(C1=CC=CC=C1)N1CCN(CC1)S(=O)(=O)N1CCC(CC1)CN1N=NC(=C1)C1=C(NC2=CC=C(C=C12)F)C(=O)OCC(C)C